tert-butyl (R)-(4-(cyclopropyl(2-hydroxyethyl)amino)-1-(phenylthio)butan-2-yl)carbamate C1(CC1)N(CC[C@H](CSC1=CC=CC=C1)NC(OC(C)(C)C)=O)CCO